C(N)(=O)CN1C[C@H]([C@H](CC1)NC1=C2C=C(N(C2=CC=C1)CC(F)(F)F)C#CCNC1=C(C=C(C(=O)O)C=C1)OC)F 4-{[3-(4-{[(3R,4S)-1-(carbamoylmethyl)-3-fluoropiperidin-4-yl]amino}-1-(2,2,2-trifluoroethyl)-1H-indol-2-yl)prop-2-yn-1-yl]amino}-3-methoxybenzoic acid